(S)-4-(4-amino-6-(6-ethynyl-4-methylpyridin-3-yl)-7-methyl-7H-pyrrolo[2,3-d]pyrimidin-5-yl)-2'-methylspiro[cyclohexane-1,6'-cyclopenta[b]pyridin] NC=1C2=C(N=CN1)N(C(=C2C2CCC1(C=C3C(N=C(C=C3)C)=C1)CC2)C=2C=NC(=CC2C)C#C)C